(2,4,5-trifluorophenyl)methan-amine FC1=C(C=C(C(=C1)F)F)CN